C(CCCCCCCCCCCCCCCCC)(=O)O.OCC(O)CO.OCC(O)CO.OCC(O)CO.OCC(O)CO tetraglycerin monooctadecanoate